(R)-(3-aminopiperidin-1-yl)(6-cyclopropyl-2-(1-(cyclopropylmethyl)-1H-indol-2-yl)-5,6-dihydro-4H-imidazo[1,5,4-de]quinoxalin-8-yl)methanone N[C@H]1CN(CCC1)C(=O)C=1C=C2C=3N(CCN(C3C1)C1CC1)C(=N2)C=2N(C1=CC=CC=C1C2)CC2CC2